C(C)(C)(C)OC(=O)N([C@@H](C(=O)OC(C)(C)C)CC1=CC=C(C=C1)[N+](=O)[O-])C tert-butyl (2R)-2-[tert-butoxycarbonyl(methyl)amino]-3-(4-nitrophenyl)propanoate